(S)-5-(aminomethyl)pyrrolidin-2-one-hydrochloride Cl.NC[C@@H]1CCC(N1)=O